C(=O)(OC(C)(C)C)N1[C@@H](CCC1)C(=O)O N-Boc-L-prolyl alcohol